P(=O)(O)(O)O[C@@H]1[C@H](O)[C@@H](O)[C@H](O)[C@H](O1)CO α-D-Glucose 1-phosphate